tert-butyl 4-[3-(2-bromoethyl)-2-oxo-1,3-benzoxazol-6-yl]-2,2-dimethylpiperazine-1-carboxylate BrCCN1C(OC2=C1C=CC(=C2)N2CC(N(CC2)C(=O)OC(C)(C)C)(C)C)=O